norborn-5-ene-2,3-dicarboxylic anhydride C12C3C(C(C=C1)C2)C(=O)OC3=O